ClC1=C(C(=C(CNC(OC(C)(C)C)=O)C=C1)C1CC1)F tert-butyl (4-chloro-2-cyclopropyl-3-fluorobenzyl)carbamate